perfluoro-1,2-dimethylcyclobutane FC1(C(C(C1(F)F)(F)F)(C(F)(F)F)F)C(F)(F)F